N(=C=O)C1(CC(=C(C=C1)C)N=C=O)C 1,3-diisocyanatop-xylene